bis(4-maleimidocyclohexyl)methane C1(C=CC(N1C1CCC(CC1)CC1CCC(CC1)N1C(C=CC1=O)=O)=O)=O